C(CCCCCCC)SC1=NC(=NC(=N1)SCCCCCCCC)NC1=CC(=C(C(=C1)C(C)(C)C)O)C(C)(C)C 2,4-Bis-octylmercapto-6-(3,5-di-tert-butyl-4-hydroxyanilino)-1,3,5-triazine